Cl.FC(C1=CC=C(C=C1)C(C)OC1CCNCC1)(F)F 4-[1-[4-(trifluoromethyl)phenyl]ethoxy]piperidine hydrochloride